N-[1-(trifluoroethyl)cyclopropyl]pyridine-2-carboxamide tert-butyl-(R)-8-nitro-1,2,4a,5-tetrahydrobenzo[b]pyrazino[1,2-d][1,4]oxazine-3(4H)-carboxylate C(C)(C)(C)OC(=O)N1C[C@H]2N(C3=C(OC2)C=C(C=C3)[N+](=O)[O-])CC1.FC(CC1(CC1)NC(=O)C1=NC=CC=C1)(F)F